ethyl (2S)-6-diazo-2-((2S)-2-(methylsulfinyl)propanamido)-5-oxohexanoate [N+](=[N-])=CC(CC[C@@H](C(=O)OCC)NC([C@H](C)S(=O)C)=O)=O